1,1,2,4,4-pentamethoxybutane COC(C(CC(OC)OC)OC)OC